6-carboxy-4-cyclopropyl-2-(4-fluorophenyl)pyridine 1-oxide C(=O)(O)C1=CC(=CC(=[N+]1[O-])C1=CC=C(C=C1)F)C1CC1